7-chloro-N-(3-(piperazin-1-ylmethyl)-1,2,4-thiadiazol-5-yl)benzo[b]oxepane-4-carboxamide ClC1=CC2=C(OCCC(C2)C(=O)NC2=NC(=NS2)CN2CCNCC2)C=C1